5-((2-(azetidin-1-ylmethyl)benzyl)amino)-6-methyl-N-(thiazol-4-yl)pyridine-2-sulfonamide N1(CCC1)CC1=C(CNC=2C=CC(=NC2C)S(=O)(=O)NC=2N=CSC2)C=CC=C1